BrC1=CC=C(C(=N1)C[C@@H](C1=C(C=CC=C1)C1=NOC2=C1C=CC(=C2)C)N[S@@](=O)C(C)(C)C)C (S)-N-{(S)-2-(6-bromo-3-methylpyridine-2-yl)-1-[2-(6-methylbenzo[d]isoxazol-3-yl)phenyl]ethyl}-2-methylpropane-2-sulfinamide